2,3,6-trimethyl-4-hydroxymethylphenol CC1=C(C(=CC(=C1C)CO)C)O